SC=1C=C(N)C=CC1 3-sulfhydryl-aniline